BrC=1C=C(C=C(C1)F)C[C@H](C(=O)O)[C@@H]1CN(CC1)C(=O)OC(C)(C)C (S)-3-(3-bromo-5-fluorophenyl)-2-((R)-1-(tert-butoxycarbonyl)pyrrolidin-3-yl)propionic acid